(2-((5-chloro-2-((3-(3-chloro-5-methoxyphenyl)-1H-indazol-5-yl)amino)pyrimidin-4-yl)amino)phenyl)dimethylphosphine ClC=1C(=NC(=NC1)NC=1C=C2C(=NNC2=CC1)C1=CC(=CC(=C1)OC)Cl)NC1=C(C=CC=C1)P(C)C